methylhexahydrophthalic acid monooctyl ester C(CCCCCCC)OC(C1(C(C(=O)O)CCCC1)C)=O